phthalandione C1=CC=C2C(=C1)C(=O)OC2=O